(6-((2-((5-ethynyl-2-methoxy-4-(4-methylpiperazin-1-yl)phenyl)amino)-7H-pyrrolo[2,3-d]pyrimidin-4-yl)amino)quinoxalin-5-yl)dimethyl-phosphine oxide C(#C)C=1C(=CC(=C(C1)NC=1N=C(C2=C(N1)NC=C2)NC=2C(=C1N=CC=NC1=CC2)P(C)(C)=O)OC)N2CCN(CC2)C